C(C)(C)(C)OC(=O)N1CCN(CC1)C1=C(NC=2N(C1=O)N=C(N2)N2CCCC2)CC.O2C(=NCC2)C2=CC=C(C=C2)C=2OCCN2 1,4-bis(4,5-dihydro-2-oxazolyl)benzene tert-butyl-4-(5-ethyl-7-oxo-2-(pyrrolidin-1-yl)-4,7-dihydro-[1,2,4]triazolo[1,5-a]pyrimidin-6-yl)piperazine-1-carboxylate